(S)-1-phenylethane-1,2-diol C1(=CC=CC=C1)[C@@H](CO)O